5-fluoro-N-(1-(methylsulfonyl)piperidin-4-yl)pyrimidin-2-amine hemicitrate C(CC(O)(C(=O)O)CC(=O)O)(=O)O.FC=1C=NC(=NC1)NC1CCN(CC1)S(=O)(=O)C.FC=1C=NC(=NC1)NC1CCN(CC1)S(=O)(=O)C